Octane-6,7-dicarboxylic acid 6,7-dibenzyl ester C(C1=CC=CC=C1)OC(=O)C(CCCCC)C(C)C(=O)OCC1=CC=CC=C1